(2RS)-2-(5-Fluoro-2-hydroxy-phenyl)-2-[1-oxo-6-(2-phenylethynyl)isoindolin-2-yl]-N-thiazol-2-yl-acetamid FC=1C=CC(=C(C1)[C@H](C(=O)NC=1SC=CN1)N1C(C2=CC(=CC=C2C1)C#CC1=CC=CC=C1)=O)O |r|